C(C)P(CCNC1CCCCC1)CC diethylcyclohexylaminoethylphosphine